tert-butyl (1R,5S)-2-(1-hydroxy-2-(methoxymethoxy)ethyl)-3,8-diazabicyclo[3.2.1]Octane-8-carboxylate OC(COCOC)C1[C@H]2CC[C@@H](CN1)N2C(=O)OC(C)(C)C